2-methyl-1-(methylamino)propan-2-olamine CC(C(N)NC)(C)O